C(C)(CC)N1N=CC=2N=C(N=C(C21)N[C@H](C)C=2C=NC1=CC=CC=C1C2)N2CCN(CC2)C(=O)N 4-[1-sec-butyl-7-((R)-1-quinolin-3-yl-ethylamino)-1H-pyrazolo[4,3-d]pyrimidin-5-yl]-piperazine-1-carboxylic acid amide